BrC=1C=2C(N=C3N(C2C=CC1)C1=CC=C(C=C1C31CCCCC1)C1CCN(CC1)C1CCC3(CCN(CC3)C=3C=C2C(N(C(C2=CC3)=O)C3C(NC(CC3)=O)=O)=O)CC1)=O 5-(9-(4-(4'-bromo-5'-oxo-5'H-spiro[cyclohexane-1,7'-indolo[1,2-a]quinazolin]-9'-yl)piperidin-1-yl)-3-azaspiro[5.5]undecan-3-yl)-2-(2,6-dioxopiperidin-3-yl)isoindoline-1,3-dione